FC(OC1=CC=C(C=C1)N=C=O)(F)F 4-trifluoromethoxyphenylisocyanate